(5-(iodomethyl)tetrahydrofuran-3-yl)methanol ICC1CC(CO1)CO